3-methylindole-4-carbaldehyde CC1=CNC=2C=CC=C(C12)C=O